5-{2,5-dimethyl-7-[methyl({[4-(1-methyl-1H-pyrazol-3-yl)phenyl]methyl})amino]pyrazolo[1,5-a]pyrimidin-3-yl}-N,N,4-trimethylpyridin-2-amine CC1=NN2C(N=C(C=C2N(CC2=CC=C(C=C2)C2=NN(C=C2)C)C)C)=C1C=1C(=CC(=NC1)N(C)C)C